FC1=CC=C(C=C1)C1CCC(N1CCCF)C(=O)OC methyl 5-(4-fluorophenyl)-1-(3-fluoropropyl)pyrrolidin-2-formate